C(C)N1C=2C3=C(NN=C3CCC1=O)C=CN2 6-ethyl-2,6,8,9-tetrahydro-7H-1,2,5,6-tetraazabenzo[cd]azulen-7-one